methoxy-saccharine CON1S(=O)(=O)C2=CC=CC=C2C1=O